BrC1=C(C=C2C(=NC(=NC2=C1F)OCC1(CC1)CN(C)C)N1CC2CCC(C1)N2C(=O)OC(C)(C)C)F tert-butyl 3-[7-bromo-2-[[1-[(dimethylamino)methyl]cyclopropyl]methoxy]-6,8-difluoro-quinazolin-4-yl]-3,8-diazabicyclo[3.2.1]octane-8-carboxylate